5,10-bis(6-hydroxyhexyl)-2,7-bis(tert-butyl)-5,10-dihydrophenazine OCCCCCCN1C=2C=CC(=CC2N(C2=CC=C(C=C12)C(C)(C)C)CCCCCCO)C(C)(C)C